C1=CC=CC=2C3=CC=CC=C3N(C12)C1=CC(=C(C=C1)B(O)O)F (4-(9H-carbazol-9-yl)-2-fluorophenyl)boronic acid